ClC1=C(C=CC=C1)CC(=O)N1[C@H](C2=CC=CC(=C2C[C@@H]1CO)C=1C=NN(C1)C)C 2-(2-Chlorophenyl)-1-((1S,3R)-3-(hydroxymethyl)-1-methyl-5-(1-methyl-1H-pyrazol-4-yl)-3,4-dihydroisochinolin-2(1H)-yl)ethan-1-on